2-ethoxyethyl acetate (2-ethoxyethyl acetate) C(C)OCCCC(=O)O.C(C)(=O)OCCOCC